C(C)OC1=NC=2N(CC(=NC2C=N1)SC1=CC2=CN(N=C2C=C1)C)C=1C=NC(=CC1)OC 2-Ethoxy-8-(6-methoxypyridin-3-yl)-6-((2-methyl-2H-indazol-5-yl)thio)pteridine